O[C@@H](C(=O)O)[C@H](C(N[C@@H](CC)C1=CC=CC=C1)=O)O (2R,3R)-2,3-dihydroxy-4-oxo-4-(((S)-1-phenylpropyl)amino)butanoic acid